4-methoxy-3-(4-(3-(trifluoromethyl)phenoxy)phenethoxy)-7,8-dihydro-1H,6H,9H-7,8a-methanopyrrolo[1',2':3,4]imidazo[1,2-c]pyrimidin-1-one COC1=C2N(C(N=C1OCCC1=CC=C(C=C1)OC1=CC(=CC=C1)C(F)(F)F)=O)CC13N2CC(C1)C3